NC1=C(C(=NC=2N1N=C(C2CC)C)NCCC2=NN(C=C2)C2COCC2CO)C#N (-)-7-amino-3-ethyl-5-((2-(1-(4-(hydroxymethyl)tetrahydrofuran-3-yl)-1H-pyrazol-3-yl)ethyl)amino)-2-methyl-pyrazolo[1,5-a]pyrimidine-6-carbonitrile